2-(4-{2-[(S)-2-methyl-1-azetidinyl]-5-cyclopropyl-6-(trifluoromethyl)-4-pyrimidinyl}-1-pyrazolyl)-1-(1-piperazinyl)-1-ethanone C[C@@H]1N(CC1)C1=NC(=C(C(=N1)C=1C=NN(C1)CC(=O)N1CCNCC1)C1CC1)C(F)(F)F